CC=1C=C(C=CC1C1=CC=CC=C1)OC1=C(C=C(C=C1)NC1=C(C=CC=C1)[N+](=O)[O-])C1=CC(=CN1)C(=O)[O-] 5-{2-[(3-methyl-4-phenylphenyl) oxy]-5-[(2-nitrophenyl) amino] phenyl}-1H-pyrrole-3-carboxylate